4-(((2-chloro-9-isopropyl-9H-purin-6-yl)amino)methyl)-1-methyl-5,6,7,8-tetrahydroisoquinolin-3(2H)-one ClC1=NC(=C2N=CN(C2=N1)C(C)C)NCC=1C(NC(=C2CCCCC12)C)=O